N=1N2C(=C(C1)C=1C(=CC(N(C1)C)=O)C1=CC=CC=C1)CCC2 5-(5,6-dihydro-4H-pyrrolo[1,2-b]pyrazol-3-yl)-1-methyl-4-phenylpyridin-2(1H)-one